(2S)-3-(3,4-dimethoxyphenyl)-2-[4-[[[5-(2-pyridyl)-2-thienyl]sulfonylamino]methyl]triazol-1-yl]propanehydroxamic acid COC=1C=C(C=CC1OC)C[C@@H](C(=O)NO)N1N=NC(=C1)CNS(=O)(=O)C=1SC(=CC1)C1=NC=CC=C1